C(C1=CC=CC=C1)OC1=C(C(=C2C=CC(=CC2=C1)C(=O)OC)F)N1S(NC(C1)=O)(=O)=O methyl 7-(benzyloxy)-6-(1,1-dioxido-4-oxo-1,2,5-thiadiazolidin-2-yl)-5-fluoro-2-naphthoate